1-(1-butoxyprop-1-en-2-yl)-4-(1-(4-methoxybutoxy)prop-1-en-2-yl)benzene C(CCC)OC=C(C)C1=CC=C(C=C1)C(=COCCCCOC)C